7-hydroxysulfochroman hydrochloride Cl.OC1=CC=C2CCC(OC2=C1)S(=O)(=O)O